2-Cyclopropyl-6-fluoro-7-iodoimidazo[1,2-a]pyridine C1(CC1)C=1N=C2N(C=C(C(=C2)I)F)C1